ClC1=NC(=NC(=C1C1CC1)C1=C(C=CC=C1)C)NS(=O)(=O)C=1C=NN(C1)C N-[4-chloro-5-cyclopropyl-6-(o-tolyl)pyrimidin-2-yl]-1-methyl-pyrazole-4-sulfonamide